ClC=1C=C(C=CC1)C1(CC1)C(CO)NC(=O)[C@@H]1[C@H](C1)C1=CC=CC=C1 (1S,2S)-N-[1-[1-(3-chlorophenyl)cyclopropyl]-2-hydroxy-ethyl]-2-phenyl-cyclopropanecarboxamide